5-(1,3-Benzodioxol-5-yl)-1-piperidin-1-ylpenta-2,4-dien-1-one O1COC2=C1C=CC(=C2)C=CC=CC(=O)N2CCCCC2